C(C)(=O)O[C@H]1[C@@](O[C@@H]([C@H]1OC(C)=O)COC(C)=O)(N1C(=O)NC(=O)C=C1)[2H] 2',3',5'-tri-O-acetyl-1'-deutero-uridine